CN(CCCC1=CC=C(C=C1)NC(=O)C=1C(NC=CC1NC1CCC(CC1)OC)=O)C N-(4-(3-(Dimethylamino)propyl)phenyl)-4-((4-methoxycyclohexyl)amino)-2-oxo-1,2-dihydropyridine-3-carboxamide